2-(6-amino-5-(8-(2-bromopyrimidin-4-yl)-3,8-diazabicyclo[3.2.1]oct-3-yl)pyridazin-3-yl)phenol NC1=C(C=C(N=N1)C1=C(C=CC=C1)O)N1CC2CCC(C1)N2C2=NC(=NC=C2)Br